C(CCCC)C(CCCCC)N1CCN(CCC1)C(=O)OC(C)(C)C tert-butyl 4-(1-pentylhexyl)-1,4-diazepane-1-carboxylate